7-bromo-5-fluoro-2,3-dihydrospiro[indene-1,2'-[1,3]dioxolane]-6-carbaldehyde BrC=1C(=C(C=C2CCC3(OCCO3)C12)F)C=O